(S)-7-((3-(2,3-dichloro-6-fluorophenyl)pyrrolidin-3-yl)amino)-2,4,4-trimethyl-3,4-dihydroisoquinolin-1(2H)-one ClC1=C(C(=CC=C1Cl)F)[C@@]1(CNCC1)NC1=CC=C2C(CN(C(C2=C1)=O)C)(C)C